P(=O)(OCCCC=C)([O-])[O-] 4-pentenyl phosphate